6-[(2,6-difluorobenzyl)oxy]pyridin FC1=C(COC2=CC=CC=N2)C(=CC=C1)F